[B].C(C)(C)(C)C1=CC=CC=2C3=CC=CC=C3NC12 t-butylcarbazole boron